N-(4-amino-1-((2-(trimethylsilyl)ethoxy)methyl)-1H-pyrazolo[4,3-c]pyridin-7-yl)-2-((2R,5S)-5-methyl-2-(2-methylbenzo[d]thiazol-5-yl)piperidin-1-yl)-2-oxoacetamide NC1=NC=C(C2=C1C=NN2COCC[Si](C)(C)C)NC(C(=O)N2[C@H](CC[C@@H](C2)C)C=2C=CC1=C(N=C(S1)C)C2)=O